[Cu]=O.[Ca].[Ba].[Tl] thallium-barium-calcium-copper-oxide